2-(5-{[(1S,2S,3R,5R)-2-fluoro-8-azabicyclo[3.2.1]octan-3-yl]amino}pyrazin-2-yl)-5-(1-methyl-1H-pyrazol-4-yl)phenol F[C@H]1[C@@H]2CC[C@H](C[C@H]1NC=1N=CC(=NC1)C1=C(C=C(C=C1)C=1C=NN(C1)C)O)N2